OC(C(=O)OCC(C(C(C(COP(=O)(O)O)O)O)O)O)CCCCCCCCCC 2,3,4,5-tetrahydroxy-6-phosphonooxy-hexyl hydroxy-dodecanoate